[O-]S(=O)(=O)C(F)(F)F.C(C)(C)(C)C1=CC=C(C=C1)[S+](C1=CC=C(C=C1)C(C)(C)C)C1=CC=C(C=C1)C(C)(C)C Tris(4-tert-butylphenyl)sulfonium triflat